2-(3-(3-((4-methyl-4H-1,2,4-triazol-3-yl)methyl)oxetan-3-yl)phenyl)-6-(quinuclidin-3-yl)-4-(trifluoromethyl)isoindolin-1-one CN1C(=NN=C1)CC1(COC1)C=1C=C(C=CC1)N1C(C2=CC(=CC(=C2C1)C(F)(F)F)C1CN2CCC1CC2)=O